9-(diethylamino)-4-decyl-5-oxo-5H-pyrido[3,2-a]Phenoxazine-4-ium iodide [I-].C(C)N(C=1C=C2OC3=CC(C4=C(C3=NC2=CC1)C=CC=[N+]4CCCCCCCCCC)=O)CC